FC(C(=O)O)(F)F.N1CC(C1)C(=O)O azetidine-3-carboxylic acid trifluoroacetic acid salt